CC1(CC(C1)C(CC#N)=O)C 3-(3,3-dimethylcyclobutyl)-3-oxo-propionitrile